1-methyl-4-(4-methyl-3-pentene-1-yl)-3-cyclohexenecarboxaldehyde CC1(CC=C(CC1)CCC=C(C)C)C=O